3-((7-((R)-3-Cyclohexyl-2-methylpropanoyl)-10-hydroxy-7-azaspiro[4.5]decan-10-yl)methyl)quinazolin-4(3H)-one C1(CCCCC1)C[C@H](C(=O)N1CC2(CCCC2)C(CC1)(O)CN1C=NC2=CC=CC=C2C1=O)C